(E)-3-dodecene CC\C=C\CCCCCCCC